mono-methylbenzenesulfonate COS(=O)(=O)C1=CC=CC=C1